(-)-Methyl-2-(4-fluorophenyl)-4-oxo-3-(4-(m-tolyl)buta-2,3-dien-1-yl)chromane-3-carboxylate COC(=O)C1(C(OC2=CC=CC=C2C1=O)C1=CC=C(C=C1)F)CC=C=CC=1C=C(C=CC1)C